5-chloro-4-(3,4-dichlorophenyl)-1,6-dimethyl-2-oxo-1,2-dihydropyridine-3-carboxylic acid ethyl ester C(C)OC(=O)C=1C(N(C(=C(C1C1=CC(=C(C=C1)Cl)Cl)Cl)C)C)=O